5-fluoro-4-(4-fluoro-1-isopropyl-2-methyl-1H-benzo[d]imidazol-6-yl)-N-(5-((4-(prop-2-yn-1-yl)piperazin-1-yl)methyl)pyridin-2-yl)pyrimidin-2-amine FC=1C(=NC(=NC1)NC1=NC=C(C=C1)CN1CCN(CC1)CC#C)C=1C=C(C2=C(N(C(=N2)C)C(C)C)C1)F